C1=CC=C(C(=C1)[N+](=O)[O-])OC(F)(F)F o-nitrotrifluoromethoxybenzene